C(C)N1C(NC2=C(C(=CC=3C2=C1N=CN3)CN3CCN(CC3)C=3C=CC(=NC3C)C(=O)N[C@@H]3COCC3)F)=O (S)-5-(4-((3-ethyl-9-fluoro-2-oxo-2,3-dihydro-1H-pyrimido[4,5,6-de]quinazolin-8-yl)methyl)piperazin-1-yl)-6-methyl-N-(tetrahydrofuran-3-yl)picolinamide